(2s,4r)-1-((S)-3,3-dimethyl-2-(7-((S)-pyrrolidine-3-carboxamido)heptanamido)butyryl)-4-hydroxy-N-((S)-1-(4-(4-methylthiazol-5-yl)phenyl)ethyl)pyrrolidine-2-carboxamide CC([C@@H](C(=O)N1[C@@H](C[C@H](C1)O)C(=O)N[C@@H](C)C1=CC=C(C=C1)C1=C(N=CS1)C)NC(CCCCCCNC(=O)[C@@H]1CNCC1)=O)(C)C